CC1(C(N(CC1)C1CN(CC1)C=1C(=NC2=CC=CC=C2N1)C=1C=C(C#N)C=CC1)=O)C 3-{3-[3-(3,3-dimethyl-2-oxopyrrolidin-1-yl)pyrrolidin-1-yl]quinoxalin-2-yl}benzonitrile